(5-(2-(diisopropylcarbamoyl)-4-fluorophenoxy)pyrimidin-4-yl)-3-(4-fluorobenzyl)-2,7-diazaspiro[4.4]nonane-2-carboxylic acid tert-butyl ester C(C)(C)(C)OC(=O)N1C(C2(CC1CC1=CC=C(C=C1)F)CNCC2)C2=NC=NC=C2OC2=C(C=C(C=C2)F)C(N(C(C)C)C(C)C)=O